(2S)-2-(2-chlorophenyl)-1-(2-{[1-(2,2-difluoroethyl)-1H-pyrazol-4-yl]sulfonyl}-2H,4H,5H,6H-pyrrolo[3,4-c]pyrazol-5-yl)-3-hydroxypropan-1-one ClC1=C(C=CC=C1)[C@H](C(=O)N1CC2=NN(C=C2C1)S(=O)(=O)C=1C=NN(C1)CC(F)F)CO